ClC1=CC=C(C=C1)C=1C=C(C(N(N1)C1=CC=CC=C1)=O)C(=O)O 6-(4-chlorophenyl)-3-oxo-2-phenyl-2,3-dihydropyridazine-4-carboxylic acid